titanium mono(ethylacetoacetate) tri-n-propoxide [O-]CCC.[O-]CCC.[O-]CCC.C(C)CC(CC(=O)[O-])=O.[Ti+4]